N-(2-(INDOLIN-1-YL)PROPYL)-6-(TRIFLUOROMETHYL)PYRIDINE-3-SULFONAMIDE N1(CCC2=CC=CC=C12)C(CNS(=O)(=O)C=1C=NC(=CC1)C(F)(F)F)C